CC=1SC(=CN1)B(O)O 2-METHYLTHIAZOL-5-YLBORONIC ACID